N-(4-bromo-2-fluoro-3-(trifluoromethyl)phenyl)acetamide BrC1=C(C(=C(C=C1)NC(C)=O)F)C(F)(F)F